1,3-bis(4-nitrophenyl)propane [N+](=O)([O-])C1=CC=C(C=C1)CCCC1=CC=C(C=C1)[N+](=O)[O-]